7-Bromo-2-(4-ethynylbicyclo[2.2.2]octan-1-yl)-6-methyl-3-(trideuteriomethyl)-3,4-dihydrothieno[3,2-d]pyrimidin-4-one BrC1=C(SC2=C1N=C(N(C2=O)C([2H])([2H])[2H])C21CCC(CC2)(CC1)C#C)C